FC(OC1=CC(=C(C=C1)C1=C(C2=C(N=N1)N(CCC2)[C@H]2[C@@H](COCC2)O)C)O)F (3S,4R)-4-{3-[4-(difluoromethoxy)-2-hydroxyphenyl]-4-methyl-6,7-dihydropyrido[2,3-c]pyridazin-8(5H)-yl}oxan-3-ol